tert-butyl-3-(4-bromophenyl)azetidine C(C)(C)(C)N1CC(C1)C1=CC=C(C=C1)Br